[Sb](=O)=O Antimony (IV) oxide